(5-bromo-2-hydroxyphenyl)(cyclobutyl)methanone BrC=1C=CC(=C(C1)C(=O)C1CCC1)O